methoxy-4,4'-diaminobenzanilide COC1=C(C(=O)NC2=CC=C(C=C2)N)C=CC(=C1)N